Molybdenum diammonium Ethylenediaminetetraacetic acid C(CN(CC(=O)O)CC(=O)O)N(CC(=O)O)CC(=O)O.[NH4+].[NH4+].[Mo+4]